ClC1=NC=NC(=C1C(=O)NC=1SC2=C(N1)C=1C=CC(=CC1OC2(CC)CC)C(F)(F)F)Cl 4,6-dichloro-N-(4,4-diethyl-7-(trifluoromethyl)-4H-chromeno[4,3-d]thiazol-2-yl)pyrimidine-5-carboxamide